CN(/C=C(\CC1=CC=C(C2=CC=CC=C12)OC)/C1=CC(=C(C=C1)OC)[N+](=O)[O-])C (E)-3-(dimethylamino)-1-(4-methoxynaphthalene-1-yl)-2-(4-methoxy-3-nitrophenyl)prop-2-ene